ethyl 6-isopropylamino-3-ethoxy-hexanoate C(C)(C)NCCCC(CC(=O)OCC)OCC